FC1=CC=C(C=C1)C=1C(C(=CN(C1)CCN1CCOCC1)C(=O)O)=O 5-(4-fluorophenyl)-1-(2-morpholinylethyl)-4-oxo-1,4-dihydropyridine-3-carboxylic acid